N-[3-(ethoxymethyl)-2-[[4-[[(3R)-pyrrolidin-3-yl]methoxy]phenoxy]methyl]phenyl]-4-methyl-thieno[3,2-b]pyrrole-5-carboxamide C(C)OCC=1C(=C(C=CC1)NC(=O)C1=CC2=C(N1C)C=CS2)COC2=CC=C(C=C2)OC[C@H]2CNCC2